3-(3-oxo-6-(piperazin-1-yl)-1H-benzofuro[2,3-c]pyrrol-2(3H)-yl)piperidine-2,6-dione hydrochloride Cl.O=C1N(CC2=C1OC1=C2C=CC(=C1)N1CCNCC1)C1C(NC(CC1)=O)=O